(S)-3-(3-((2,4-dichlorophenoxy)methyl)phenyl)pyrrolidine-1-carboxylic acid tert-butyl ester C(C)(C)(C)OC(=O)N1C[C@@H](CC1)C1=CC(=CC=C1)COC1=C(C=C(C=C1)Cl)Cl